[6-[4-fluoro-2-[2-methyl-5-(oxan-4-yl)pyrazol-3-yl]oxyphenyl]pyridin-3-yl]methanamine FC1=CC(=C(C=C1)C1=CC=C(C=N1)CN)OC=1N(N=C(C1)C1CCOCC1)C